C(C#CC)N1C(=NC=2N(C(N(C(C12)=O)CC1=C(C(=O)O)C=CC(=N1)NC)=O)C)N1C[C@@H](CCC1)NC(=O)OC(C)(C)C (R)-2-((7-(but-2-yn-1-yl)-8-(3-((tert-butoxycarbonyl)amino)piperidin-1-yl)-3-methyl-2,6-dioxo-2,3,6,7-tetrahydro-1H-purin-1-yl)methyl)-6-(methylamino)nicotinic acid